C(CCCCCCCCC)C1=C(C=C(C=C1O)CCCCCCCCCC)O 2,5-Didecylbenzene-1,3-diol